FC=1C(=NN(C1)COCC[Si](C)(C)C)C(C)(C)NC(C)=O N-(2-(4-fluoro-1-((2-(trimethylsilyl)ethoxy)methyl)-1H-pyrazol-3-yl)propan-2-yl)acetamide